(E)-N'-[8-chloro-6-[7-fluoro-2-(oxan-2-yl)indazole-4-carbonyl]quinolin-5-yl]-N,N-dimethylmethanimidamide ClC=1C=C(C(=C2C=CC=NC12)/N=C/N(C)C)C(=O)C=1C2=CN(N=C2C(=CC1)F)C1OCCCC1